heptadecan-9-yl 8-((8-(heptyloxy)-8-oxooctyl)(2-hydroxyethyl)amino)octanoate C(CCCCCC)OC(CCCCCCCN(CCCCCCCC(=O)OC(CCCCCCCC)CCCCCCCC)CCO)=O